7-chloro-N-[3-hydroxybicyclo[1.1.1]pentan-1-yl]-1H-indole-2-carboxamide ClC=1C=CC=C2C=C(NC12)C(=O)NC12CC(C1)(C2)O